C(N)(=O)C1=C(C(=CC=C1)F)CNC(=O)C=1C(=NN(C1)CC1=CC=C(C=C1)CN1C(C=CC=C1)=O)COC N-[(2-carbamoyl-6-fluorophenyl)methyl]-3-(methoxymethyl)-1-({4-[(2-oxopyridin-1-yl)methyl]phenyl}methyl)pyrazole-4-carboxamide